3'-((6-((1-acryloylazetidin-3-yl)oxy)-7-methoxy-quinazolin-4-yl)amino)-2-fluoro-4'-methoxy-[1,1'-biphenyl]-3-carbonitrile C(C=C)(=O)N1CC(C1)OC=1C=C2C(=NC=NC2=CC1OC)NC=1C=C(C=CC1OC)C1=C(C(=CC=C1)C#N)F